[Si](C)(C)(C(C)(C)C)OC(=C)C=1C=C(C(=O)OC)C=CN1 methyl 2-(1-((tert-butyldimethylsilyl)oxy)vinyl)isonicotinate